C12C=CC(=C3C(C=CC=C13)=O)C2 1,4-methanonaphthalene-5(1H)-one